2-(hexahydrophthalimido)-ethyl methacrylate C(C(=C)C)(=O)OCCN1C(C2C(C1=O)CCCC2)=O